C(=O)=C(CCCC(=O)O)CCC 5-carbonyl-octanoic acid